CN1N=CC(=C1)C1=CCCNC1 5-(1-methyl-1H-pyrazol-4-yl)-1,2,3,6-tetrahydropyridine